C([C@@H]1[C@H]([C@@H]([C@H]([C@@H](O1)O[C@@H]2[C@H](OC([C@@H]([C@H]2O)O)O)CO)O)O)O)O 4-O-β-D-Glucopyranosyl-D-glucose